1,2,3-trimethylolimidazolium isopropyl-(S)-6-diazo-2-((S)-2-methoxy-3-methylbutanamido)-5-oxohexanoate C(C)(C)OC([C@H](CCC(C=[N+]=[N-])=O)NC([C@H](C(C)C)OC)=O)=O.C(O)N1C(=[N+](C=C1)CO)CO